C(=O)O.CC=1N=C2N(C=C(N=C2C)NC(=O)C=2C(=NC(=NC2)N(C2CCNCC2)C)OC)C1 N-(2,8-dimethylimidazo[1,2-a]pyrazin-6-yl)-4-methoxy-2-(methyl(piperidin-4-yl)amino)pyrimidine-5-carboxamide formate